COC(C(C)(F)Br)=O.FC(C(C(F)(F)F)C=C(C(=O)O)C)(F)F.C(C(=C)C)(=O)OC(C(C(C(C(C(C(CCC(F)(F)F)(F)F)(F)F)(F)F)(F)F)(F)F)(F)F)(F)F heptadecafluorodecyl methacrylate hexafluoroisopropyl-methacrylate methyl-2-bromo-2-fluoropropanoate